6-(1-cyanocyclohexyl)quinoline-4-carboxylic acid C(#N)C1(CCCCC1)C=1C=C2C(=CC=NC2=CC1)C(=O)O